ClC=1C(=NC(=NC1)NC1CCOCC1)C1=CC=C2CN(C(C2=C1)=O)CC(=O)NC1CCC2=NC=CC=C21 2-(6-{5-chloro-2-[(oxan-4-yl)amino]pyrimidin-4-yl}-1-oxo-2,3-dihydro-1H-isoindol-2-yl)-N-{5H,6H,7H-cyclopenta[b]pyridin-5-yl}acetamide